FC(C1=CC(=NN1CCN(C(OC(C)(C)C)=O)C)C1=NC(=NO1)C1(CC1)C1=C(C=CC=C1)C)F tert-butyl (2-(5-(difluoromethyl)-3-(3-(1-(o-tolyl)cyclopropyl)-1,2,4-oxadiazol-5-yl)-1H-pyrazol-1-yl)ethyl)(methyl)carbamate